3,6-di-tert-butyl-1-(4,4,5,5-tetramethyl-1,3,2-dioxaborolan-2-yl)-9H-carbazole C(C)(C)(C)C=1C=C(C=2NC3=CC=C(C=C3C2C1)C(C)(C)C)B1OC(C(O1)(C)C)(C)C